N-(3-(2-((1,5-dimethyl-1H-pyrazol-3-yl)amino)-5-methylpyrimidin-4-yl)-1H-indol-7-yl)-2-(4-(pyridin-4-yloxy)piperidin-1-yl)acetamide CN1N=C(C=C1C)NC1=NC=C(C(=N1)C1=CNC2=C(C=CC=C12)NC(CN1CCC(CC1)OC1=CC=NC=C1)=O)C